6-Chloro-9-ethyl-1-methyl-8-(1-pyridin-2-ylmethyl-1H-pyrazol-4-yl)-9H-pyrido[3,4-b]indole ClC=1C=C2C3=C(N(C2=C(C1)C=1C=NN(C1)CC1=NC=CC=C1)CC)C(=NC=C3)C